COC1=CC=C(C=C1)OC[C@H]([C@H]([C@H](CO)O)O)O 5-O-(4-methoxyphenyl)-D-ribitol